methyl N-[6-[5-[(1S)-1-[[6-chloro-8-(trifluoromethyl)quinazolin-4-yl]amino]ethyl]-1,2,4-triazol-1-yl]pyrimidin-4-yl]-N-methoxy-carbamate ClC=1C=C2C(=NC=NC2=C(C1)C(F)(F)F)N[C@@H](C)C1=NC=NN1C1=CC(=NC=N1)N(C(OC)=O)OC